trans-1-(4-(3,4-dihydroisoquinolin-2(1H)-yl)-3-hydroxypiperidin-1-yl)(2-(pyridin-4-yl)pyrimidin-4-yl)ketone C1N(CCC2=CC=CC=C12)[C@H]1[C@@H](CN(CC1)N1C(N=C(C=C1)C(=O)C1=NC(N(C=C1)N1C[C@H]([C@@H](CC1)N1CC2=CC=CC=C2CC1)O)C1=CC=NC=C1)C1=CC=NC=C1)O